sodium (2R,3R,4R)-5-((3-((2-ethylhexyl)oxy)propyl)amino)-2,3,4-trihydroxy-5-oxopentyl sulfate S(=O)(=O)(OC[C@H]([C@H]([C@H](C(=O)NCCCOCC(CCCC)CC)O)O)O)[O-].[Na+]